n-hexyl laurate C(CCCCCCCCCCC)(=O)OCCCCCC